C(C)N1N=C2C(=CC=C(C2=C1)N1CCC(CC1)NC1C2COCC12)C(=O)NC=1C=C(C=2N(C1)C=C(N2)C)F 2-ethyl-N-{8-fluoro-2-methylimidazo[1,2-a]pyridin-6-yl}-4-(4-{3-oxabicyclo[3.1.0]hexan-6-ylamino}piperidin-1-yl)indazole-7-carboxamide